NC(C(C1=CC=CC=C1)NS(=O)(=O)C1=CC=C(C=C1)C)C1=CC=CC=C1 N-(2-amino-1,2-diphenyl-ethyl)-p-methylbenzenesulfonamide